C(CCCCC)C1CC=2N(C3=C(C=CC=C3C2CC1)C(=O)O)CC1=CC(=CC=C1)OC 2-hexyl-9-[(3-methoxyphenyl)methyl]-2,3,4,9-tetrahydro-1H-carbazole-8-carboxylic acid